5-bromo-2-chloro-3-(oxiran-2-ylmethoxy)pyridine BrC=1C=C(C(=NC1)Cl)OCC1OC1